(S)-3-((5-(imidazo[1,2-a]pyrimidin-6-yl)-4-methoxypyrrolo[2,1-f][1,2,4]triazin-2-yl)amino)-1-methylpyrrolidin-2-one N=1C=CN2C1N=CC(=C2)C=2C=CN1N=C(N=C(C12)OC)N[C@@H]1C(N(CC1)C)=O